FC1=C(C=C(C=C1)N1C(=NC=C1)C=1C=C(C=2N(C1)C(=CN2)C=2C=CC(=NC2)NC(OC)=O)C)OC methyl N-[5-[6-[1-(4-fluoro-3-methoxy-phenyl)imidazol-2-yl]-8-methyl-imidazo[1,2-a]pyridin-3-yl]-2-pyridyl]carbamate